2-(4-{1-[(4-methanesulfonyl-phenyl)amino]ethyl}phenyl)-N-(1-methylpiperidin-4-yl)-1-(2,2,2-trifluoroethyl)-1H-indol-4-amine CS(=O)(=O)C1=CC=C(C=C1)NC(C)C1=CC=C(C=C1)C=1N(C=2C=CC=C(C2C1)NC1CCN(CC1)C)CC(F)(F)F